OC1N(C(N(C1)C=1C=NC=C(C1)C(F)(F)F)=O)C12CCC(CC1)(C2)OC2=NC=NC1=CC(=CC=C21)OC 4-hydroxy-3-{4-[(7-methoxy-4-quinazolinyl)oxy]bicyclo[2.2.1]hept-1-yl}-1-[5-(trifluoromethyl)-3-pyridinyl]-2-imidazolidinone